4-((3-(5-ethyl-1H-pyrrol-3-yl)imidazo[1,2-b]pyridazin-6-yl)amino)bicyclo[2.2.1]heptan-1-ol C(C)C1=CC(=CN1)C1=CN=C2N1N=C(C=C2)NC21CCC(CC2)(C1)O